(R)-(1-(5-((2-oxopropoxy) methyl)-1H-tetrazol-1-yl) ethyl) carbonate C(O[C@H](C)N1N=NN=C1COCC(C)=O)([O-])=O